C(#N)C1=CC=C(C=C1)C1CCN(CC1)C(=O)C=1C=C(C(=NC1)C)NC(=O)NCC(C)C 1-(5-(4-(4-cyanophenyl)piperidine-1-carbonyl)-2-methylpyridin-3-yl)-3-isobutylurea